N1C[C@H](CC1)C(=O)O (S)-tetrahydropyrrole-3-carboxylic acid